ClC1=CC(=NC(=C1I)C)N 4-chloro-5-iodo-6-methylpyridin-2-amine